C(C)(C)(C)N1CCN(CC1)C1=CC(=C(C(=C1)O)C=O)F tert-butyl-4-(3-fluoro-4-formyl-5-hydroxyphenyl)piperazine